5-(4-(3-fluorobenzylpiperazin-1-yl)pyrazin-2-yl)-7-(1-methyl-1H-pyrazol-4-yl)quinazoline FC=1C=C(CC2N(CCNC2)N2CC(=NC=C2)C2=C3C=NC=NC3=CC(=C2)C=2C=NN(C2)C)C=CC1